BrC1=CC(=C(C=C1)C1(COC1)N[S@](=O)C(C)(C)C)Cl |r| (±)-N-(3-(4-bromo-2-chlorophenyl)oxetan-3-yl)-2-methylpropane-2-sulfinamide